2-chloro-4-morpholino-6-(pyridin-2-yl)furo[3,2-d]pyrimidine ClC=1N=C(C2=C(N1)C=C(O2)C2=NC=CC=C2)N2CCOCC2